C(#N)C1=CC(=C(COC2=CC=CC(=N2)C2CCN(CC2)CC2=NC3=C(N2C[C@H]2OCC2)C=C(C=C3)S(=O)(=O)NC(NCCC)=O)C=C1)F (S)-2-((4-(6-((4-cyano-2-fluorobenzyl)oxy)pyridin-2-yl)piperidin-1-yl)methyl)-1-(oxetan-2-ylmethyl)-N-(propylcarbamoyl)-1H-benzo[d]imidazole-6-sulfonamide